4-(3-(1,1-difluoroethyl)-1-((1-(difluoromethyl)-3,3-difluorocyclobutyl)methyl)-4-methyl-1H-pyrazole-5-carboxamido)picolinamide FC(C)(F)C1=NN(C(=C1C)C(=O)NC1=CC(=NC=C1)C(=O)N)CC1(CC(C1)(F)F)C(F)F